COC1=C(C=C(C(=C1)C=C)OC)CC(CC)NC(OC(C)(C)C)=O tert-butyl (1-(2,5-dimethoxy-4-vinylphenyl)butan-2-yl)carbamate